N1(N=CC=C1)CC1=C2CCCOC2=C2C(=NOC2=C1)NS(=O)(=O)C=1C(=NC(=CC1OC)C)OC N-(5-((1H-pyrazol-1-yl)methyl)-3,4-dihydro-2H-chromeno[8,7-d]isoxazol-9-yl)-2,4-dimethoxy-6-methylpyridine-3-sulfonamide